1H-1,2,3-benzotriazol-1-yl-N,N-dibenzylmethylamine N1(N=NC2=C1C=CC=C2)CN(CC2=CC=CC=C2)CC2=CC=CC=C2